CC1=CC(=NO1)NC(N)=O N'-(5-methyl-3-isoxazolyl)urea